(methylaminomethyl)cyclopropane CNCC1CC1